CC=1N(C(=CC1)C)C1=CC=C(C=C1)C(C)(C)C1=CC=C(C=C1)O 4-(2-(4-(2,5-Dimethyl-1H-pyrrol-1-yl)phenyl)propan-2-yl)phenol